ClC(C(=O)[O-])(Cl)Cl.ClC(C(=O)[O-])(Cl)Cl.C1(=CC=CC=C1)[Bi+2](C1=CC=CC=C1)C1=CC=CC=C1 triphenylbismuth(V) bis(trichloroacetate)